C[SiH]1N(CCN1[Si](C)(C)C)[Si](C)(C)C 2-methyl-1,3-bis(trimethylsilyl)-1,3-diaza-2-silacyclopentane